zinc-iron-magnesium [Mg].[Fe].[Zn]